C(C)C1=CC=C(C=C1)C1OCCC(O1)CCC(=O)C1=CC=CC=C1 3-(2-(4-ethylphenyl)-1,3-dioxan-4-yl)-1-phenylpropan-1-one